2,6-di(2,6-dimethylphenyl)phosphinobenzene CC1=C(C(=CC=C1)C)PC1=CC(=CC=C1)PC1=C(C=CC=C1C)C